C(C)(C)(C)OC(=O)N1CCC(CC1)C1=NC(=NC=C1)N1[C@H](C2=C(NC=3N=NC(=CC32)C3=C(C=CC=C3)OCOC)CC1)C (S)-4-(2-(3-(2-(methoxymethoxy)phenyl)-5-methyl-7,8-dihydro-5H-pyrido[3',4':4,5]Pyrrolo[2,3-c]Pyridazin-6(9H)-yl)pyrimidin-4-yl)piperidine-1-carboxylic acid tert-butyl ester